1-(4-(dimethylamino)phenyl)-5-hydroxy-2-(4-hydroxyphenyl)-4-(piperidin-1-ylmethyl)-1H-indole-3-carboxylic acid ethyl ester C(C)OC(=O)C1=C(N(C2=CC=C(C(=C12)CN1CCCCC1)O)C1=CC=C(C=C1)N(C)C)C1=CC=C(C=C1)O